C(C)(C)(C)OC(=O)N1N=CC=2C1=NC=CC2SC2=NC=C(N=C2)N2CCC1([C@@H]([C@@H](OC1)C)NC(=O)OC(C)(C)C)CC2 4-((5-((3S,4S)-4-((tert-Butoxycarbonyl)amino)-3-methyl-2-oxa-8-azaspiro[4.5]decan-8-yl)pyrazin-2-yl)thio)-1H-pyrazolo[3,4-b]pyridine-1-carboxylic acid tert-butyl ester